methyl-6'-(3-(morpholine-4-carbonyl)quinolin-8-yl)spiro[cyclopropane-1,1'-isoindoline]-3'-one CN1C2(C3=CC(=CC=C3C1=O)C=1C=CC=C3C=C(C=NC13)C(=O)N1CCOCC1)CC2